The molecule is a tertiary amino compound that is propylamine which is substituted at position 3 by a pyridin-2-yl group and a p-chlorophenyl group and in which the hydrogens attached to the nitrogen are replaced by methyl groups. A histamine H1 antagonist, it is used to relieve the symptoms of hay fever, rhinitis, urticaria, and asthma. It has a role as a H1-receptor antagonist, an antipruritic drug, a histamine antagonist, a serotonin uptake inhibitor, an antidepressant and an anti-allergic agent. It is a tertiary amino compound, a member of monochlorobenzenes and a member of pyridines. CN(C)CCC(C1=CC=C(C=C1)Cl)C2=CC=CC=N2